CO[C@H]1[C@@H](O[C@H]([C@@H]([C@H]1OC)OC)C)OC(NC1=CC=C2C(=NN(C2=C1)C)C(N(C1=CC=C(C=C1)OC(F)(F)F)C)=S)=O [(2S,3R,4R,5S,6S)-3,4,5-trimethoxy-6-methyl-tetrahydropyran-2-yl]N-[1-methyl-3-[methyl-[4-(trifluoromethoxy)phenyl]carbamothioyl]indazol-6-yl]carbamate